NC1=NC=C(C=N1)N(C(C1=CC=C(C(=O)N(C)C2CNC2)C=C1)=O)C N1-(2-aminopyrimidin-5-yl)-N4-(azetidin-3-yl)-N1,N4-dimethyl-terephthalamide